COC=CC(=O)OCC(O)CO glycerol methoxymonoacrylate